tert-butyl-(3S)-3-[3-(2-fluoro-6-methyl-phenyl)-2-oxo-4H-pyrido[4,3-d]pyrimidin-1-yl]azepane-1-carboxylate C(C)(C)(C)OC(=O)N1C[C@H](CCCC1)N1C(N(CC2=C1C=CN=C2)C2=C(C=CC=C2C)F)=O